3-(aminomethyl)-2-chlorophenyl (3S)-4-[N2-(2-benzyl-2-azaspiro[4.5]dec-8-yl)-N6-(methylsulfonyl)-D-lysyl]-3-[(thiophen-2-ylmethyl)carbamoyl]piperazine-1-carboxylate C(C1=CC=CC=C1)N1CC2(CC1)CCC(CC2)N[C@H](CCCCNS(=O)(=O)C)C(=O)N2[C@@H](CN(CC2)C(=O)OC2=C(C(=CC=C2)CN)Cl)C(NCC=2SC=CC2)=O